FC=1C=C(C=CC1)C=1N=NN(N1)C1CCN(CC1)C(CC1=NON=C1C)=O 1-(4-(5-(3-fluorophenyl)-2H-tetrazol-2-yl)piperidin-1-yl)-2-(4-methyl-1,2,5-oxadiazol-3-yl)ethan-1-one